N=1N(N=CC1)C1=C(C=C(C=N1)NC(=O)C=1C=NN(C1C(F)(F)F)C1=CC=C2C3=C(N=CN=C13)C(N2)=O)C(F)(F)F N-(6-(2H-1,2,3-triazol-2-yl)-5-trifluoromethylpyridin-3-yl)-1-(2-oxo-1,2-dihydropyrrolo[4,3,2-de]quinazolin-6-yl)-5-trifluoromethyl-1H-pyrazole-4-carboxamide